C(C)C1=CC2=C(C3=CC=CC=C3C=C2C=C1)OCCC(C)C 2-ethyl-9-(isopentyloxy)anthracene